heptyl 11-aminotricosanoate NC(CCCCCCCCCC(=O)OCCCCCCC)CCCCCCCCCCCC